FC1=C(C=CC(=C1)F)S(=O)(=O)NC=1C(=NC=C(C1)C=1C=C2C(=NC=NC2=CC1)N1CCN(CC1)C(\C=C\COC)=O)OC (E)-2,4-difluoro-N-(2-methoxy-5-(4-(4-(4-methoxybut-2-enoyl)piperazin-1-yl)quinazolin-6-yl)pyridin-3-yl)benzenesulfonamide